C1(=CC=CC=C1)P(O)=O.[Ag] SILVER PHENYL-phosphinic acid